O=C1C=C(N=C(N1)[S-])C(F)(F)F 6-oxo-4-trifluoromethyl-1,6-dihydro-pyrimidine-2-thiolate